7-chloro-2-(1-(1-(6-((R)-3-((cyclobutylmethyl)amino)piperidin-1-yl)pyridazin-3-yl)ethyl)-1H-1,2,3-triazol-4-yl)-4H-pyrido[1,2-a]pyrimidin-4-one ClC=1C=CC=2N(C(C=C(N2)C=2N=NN(C2)C(C)C=2N=NC(=CC2)N2C[C@@H](CCC2)NCC2CCC2)=O)C1